CCC(NC1=CC=CC=C1)[Si](OC)(OC)OC N-Phenyl-aminopropyltrimethoxysilane